6-cyclopropyl-4-(trifluoromethyl)pyridin C1(CC1)C1=CC(=CC=N1)C(F)(F)F